FC(CN1N=CC(=C1)C(=O)NCC1=NC(=NO1)C=1N(C2=CC=CC(=C2C1)N[C@H]1[C@H](CN(CC1)C)F)CC(F)(F)F)F 1-(2,2-difluoroethyl)-N-{[3-(4-{[(3S,4R)-3-fluoro-1-methylpiperidin-4-yl]amino}-1-(2,2,2-trifluoroethyl)-1H-indol-2-yl)-1,2,4-oxadiazol-5-yl]methyl}-1H-pyrazole-4-carboxamide